OCCN1CC=CC=C1 1-(2-hydroxyethyl)-1H-pyridine